ClC=1C=C(C=CC1)N1[C@@H](CN(CC1)C(=O)C1=CC(=C(C=C1)S(=O)CC(=O)OC(C)(C)C)[N+](=O)[O-])C tert-Butyl 2-((4-((R)-4-(3-chlorophenyl)-3-methylpiperazine-1-carbonyl)-2-nitrophenyl)sulfinyl)acetate